FC1=C(OC2=C(C=C3C=NN(C3=C2)C)C(=O)N)C=CC(=C1)OCCOC1CCOCC1 6-[2-fluoro-4-(2-tetrahydropyran-4-yloxyethoxy)phenoxy]-1-methyl-indazole-5-carboxamide